6-[[3-(2,3-difluoro-4-methoxy-phenyl)imidazo[1,2-a]pyrazin-8-yl]amino]-2-methyl-3,4-dihydroisoquinolin-1-one FC1=C(C=CC(=C1F)OC)C1=CN=C2N1C=CN=C2NC=2C=C1CCN(C(C1=CC2)=O)C